NC1=C(CN2C(C=CC3=C2N=C(N=C3)C=3C(=NC=NC3OC)C3CC3)=O)C=CC(=C1)C=1N(C=C(N1)C(F)(F)F)C(C)C 8-(2-amino-4-(1-isopropyl-4-(trifluoromethyl)-1H-imidazol-2-yl)benzyl)-2-(4-cyclopropyl-6-methoxypyrimidin-5-yl)pyrido[2,3-d]pyrimidin-7(8H)-one